P(O)(O)(O)=O.C=O formaldehyde phosphoric acid salt